ClCCCCCC1=CC=C(C=C1)C(C)=O 1-(4-(5-Chloropentyl)phenyl)ethan-1-on